7-(diethylamino)-3-benzoylcoumarin C(C)N(C1=CC=C2C=C(C(OC2=C1)=O)C(C1=CC=CC=C1)=O)CC